(2S)-2-(trifluoromethylsulfonylamino)propoxylpyridine-3-carboxamide FC(S(=O)(=O)N[C@H](COC1=NC=CC=C1C(=O)N)C)(F)F